(+/-)-cis-tert-butyl (4-ethoxy-1-(2-(1-ethyl-1H-indol-2-yl)-1-methyl-1H-benzo[d]imidazole-5-carbonyl)piperidin-3-yl)carbamate C(C)O[C@@H]1[C@@H](CN(CC1)C(=O)C1=CC2=C(N(C(=N2)C=2N(C3=CC=CC=C3C2)CC)C)C=C1)NC(OC(C)(C)C)=O |r|